[C@H]12CNC[C@H](CC1)N2C2=NC(=NC=1CC3(CCC21)CCCC2=CC=C(C=C23)O)OC[C@H]2N(CCC2)C(C)C 4'-((1R,5S)-3,8-Diazabicyclo[3.2.1]octan-8-yl)-2'-(((S)-1-isopropylpyrrolidin-2-yl)methoxy)-3,4,5',8'-tetrahydro-2H,6'H-spiro[naphthalene-1,7'-quinazolin]-7-ol